1-(4-(4-((4-([1,2,4]triazolo[1,5-a]pyridin-7-yloxy)-3-methylphenyl)amino)pyrrolo[2,1-f][1,2,4]triazin-5-yl)azepan-1-yl)-2-chloro-2-fluoroethan-1-one N=1C=NN2C1C=C(C=C2)OC2=C(C=C(C=C2)NC2=NC=NN1C2=C(C=C1)C1CCN(CCC1)C(C(F)Cl)=O)C